[OH-].C(C(=C)C)(=O)OCC[N+](CCCCS(=O)(=O)O)(C)C [2-(methacryloyloxy)ethyl]-dimethyl-(4-sulfobutyl)-ammonium hydroxide